NC=1C2=C(N(C(N1)=O)[C@@H]1[C@@H](CCC1)O)N=C(C=C2)C2CC2 |r| 4-amino-7-cyclopropyl-1-((1SR,2RS)-2-hydroxycyclopentyl)pyrido[2,3-d]pyrimidin-2(1H)-one